FC(C=1C(=C(C=CC1)[C@@H](C)NC=1C2=C(N=C(N1)C)C=NC(=C2)S(=O)(=O)N2CCS(CC2)(=O)=O)F)F (R)-4-((4-((1-(3-(difluoromethyl)-2-fluorophenyl)ethyl)amino)-2-methylpyrido[3,4-d]pyrimidin-6-yl)sulfonyl)thiomorpholine 1,1-dioxide